COC1=C(C=C(C=O)C=C1)OCCN1CCN(CC1)C 4-methoxy-3-[2-(4-methylpiperazinyl)ethoxy]benzaldehyde